NCC=1C=C(C=CC1)CC(=O)NC=1C=C(C=C(C1)C(F)(F)F)NC(=O)[N-]C1=C[N+](=NO1)C1CCC(CC1)CN(C)C ((3-(2-(3-(Aminomethyl)phenyl)acetamido)-5-(trifluoromethyl)phenyl)carbamoyl)(3-((1R,4R)-4-((dimethylamino)methyl)cyclohexyl)-1,2,3-oxadiazol-3-ium-5-yl)amide